methyl (3S)-3-(4-bromophenyl)-3-{[(2S,4R)-1-[(2R)-2-[(1-fluorocyclopropyl)formamido]-3,3-dimethylbutanoyl]-4-hydroxypyrrolidin-2-yl]formamido}propanoate BrC1=CC=C(C=C1)[C@H](CC(=O)OC)NC(=O)[C@H]1N(C[C@@H](C1)O)C([C@@H](C(C)(C)C)NC(=O)C1(CC1)F)=O